COC1=C(C=CC(=C1)C=1C=NN(C1)C)NC=1N=CC2=C(N1)C(=NC=C2)C2=CC=NC=C2 N-(2-methoxy-4-(1-methyl-1H-pyrazol-4-yl)phenyl)-8-(pyridin-4-yl)pyrido[3,4-d]pyrimidin-2-amine